6-[2,4-bis(trifluoromethyl)phenyl]-3-{[(2R)-2-hydroxypropyl]amino}pyridazine-4-carboxylic acid FC(C1=C(C=CC(=C1)C(F)(F)F)C1=CC(=C(N=N1)NC[C@@H](C)O)C(=O)O)(F)F